(3R)-4-{2-[(tert-butyldimethylsilyl)oxy]ethyl}-3-[3-(3-{8-chloro-3-methylimidazo[1,5-a]pyridin-6-yl}azetidin-1-yl)-4-methylpentyl]morpholine [Si](C)(C)(C(C)(C)C)OCCN1[C@@H](COCC1)CCC(C(C)C)N1CC(C1)C=1C=C(C=2N(C1)C(=NC2)C)Cl